5-(4-(5-cyclopropyl-1,3,4-oxadiazol-2-yl)piperidin-1-yl)-N-methyl-7-(trifluoromethyl)thieno[3,2-b]pyridine-3-carboxamide C1(CC1)C1=NN=C(O1)C1CCN(CC1)C1=CC(=C2C(=N1)C(=CS2)C(=O)NC)C(F)(F)F